(-)-(4aR,8aS)-6-(3-((2-Chloro-4-(trifluoromethyl)phenoxy)methyl)azetidine-1-carbonyl)hexahydro-2H-pyrido[4,3-b][1,4]oxazin-3(4H)-one ClC1=C(OCC2CN(C2)C(=O)N2C[C@@H]3[C@@H](OCC(N3)=O)CC2)C=CC(=C1)C(F)(F)F